FN=S(F)F.FN=S(F)F.C(=C)N1CN(C=C1)CCCC (1-vinyl-3-butylimidazole) bistrifluorosulfilimine salt